BrC=1C(=C(C(=CC1)F)C=1OC(=NN1)C)OC 2-(3-bromo-6-fluoro-2-methoxyphenyl)-5-methyl-1,3,4-oxadiazole